C1(CC1)S(=O)(=O)C=1C=C2CN(C(C2=CC1)C(=O)NC1=CC=C(C=C1)C(C(F)(F)F)(C(F)(F)F)O)C(=O)NC 5-(Cyclopropylsulfonyl)-N1-[4-(1,1,1,3,3,3-hexafluoro-2-hydroxypropan-2-yl)phenyl]-N2-methyl-1,3-dihydro-2H-isoindol-1,2-dicarboxamid